NC1=NC2=C(C3=CN=CC=C13)C=C(C=C2)C(=O)N([C@@H]2CCC1=CC(=CC=C21)C(F)(F)F)C=2C=NSC2 (R)-5-amino-N-(isothiazol-4-yl)-N-(5-(trifluoromethyl)-2,3-dihydro-1H-inden-1-yl)benzo[c][2,6]naphthyridin-9-carboxamide